N-benzenesulfonyl-o-phenylenediamine hydrochloride Cl.C1(=CC=CC=C1)S(=O)(=O)NC1=C(C=CC=C1)N